C(C)(C)C1N2C(C3=CC(=C(C=C3C1)OCCCOC)OC(C(C)(C)C)=O)=CC(C(=C2)C(=O)O)=O 6-isopropyl-9-(3-methoxypropoxy)-2-oxo-10-(pivaloyloxy)-6,7-dihydro-2H-pyrido[2,1-a]isoquinoline-3-carboxylic acid